[OH-].C(CCC)[N+](CCCC)(CCCC)CCCC Tetrabutylammonium hydroxid